(S)-5-chloro-N-(8-chloro-5-methyl-4-oxo-2,3,4,5-tetrahydropyrido[3,2-b]-[1,4]oxazepin-3-yl)-4-(2,4-difluorophenyl)pyrimidine-2-carboxamide ClC=1C(=NC(=NC1)C(=O)N[C@@H]1C(N(C2=C(OC1)C=C(C=N2)Cl)C)=O)C2=C(C=C(C=C2)F)F